CNC(=N)C1CCCCC1 N-methylcyclohexanecarboximidamide